CN(C)CC1C(CCCC1)(O)C1=CC=C(C=C1)C 2-((dimethylamino)methyl)-1-(4-methylphenyl)cyclohexan-1-ol